7-(3-(6-fluoropyridin-3-yl)-7,8-dihydro-1,6-naphthyridin-6(5H)-yl)-2,8,9-trimethyl-4H-pyrimido[1,2-b]pyridazin-4-one FC1=CC=C(C=N1)C=1C=NC=2CCN(CC2C1)C=1C(=C(C=2N(N1)C(C=C(N2)C)=O)C)C